CN(C1C[C@@H]2[C@@H](OC(O2)(C=CC=CCCCCCCCCCCCCCC)C=CC=CCCCCCCCCCCCCCC)C1)C (3aR,5s,6aS)-N,N-dimethyl-2,2-di((9Z,12Z)-octadecadienyl)tetrahydro-3aH-cyclopenta[d][1,3]dioxol-5-amine